Pyridazin-4-Amine N1=NC=C(C=C1)N